BrC1=C(C=CC(=C1)F)C1=C(N(N=C1C)C)NC1=C(C=CC=C1F)Cl 4-(2-bromo-4-fluoro-phenyl)-N-(2-chloro-6-fluoro-phenyl)-2,5-dimethyl-pyrazole-3-amine